C1(CC1)C1=CC(=NN1C1=CC=C(C=C1)CN)C(F)(F)F 1-{4-[5-cyclopropyl-3-(trifluoromethyl)pyrazol-1-yl]phenyl}methylamine